C(C)C(COC(C(C)SC1=C(C2=CN(N=C2C=C1)C)Cl)=O)CCCC ((4-chloro-2-methyl-2H-indazol-5-yl)thio)propanoic acid 2-ethylhexyl ester